NC(C(=O)NC=1C=NC(=CC1)N1C(C2=CC=C(C=C2C=N1)C1=C(C(=CC=C1)OC)C)=O)=CO (S)-2-Amino-3-hydroxy-N-(6-(6-(3-methoxy-2-methylphenyl)-1-oxophthalazin-2(1H)-yl)pyridin-3-yl)propenamide